4-butoxy-4'-cyanobiphenyl C(CCC)OC1=CC=C(C=C1)C1=CC=C(C=C1)C#N